benzyloxy-3-(4,4,5,5-tetramethyl-1,3,2-dioxaborolan-2-yl)pyridine C(C1=CC=CC=C1)OC1=NC=CC=C1B1OC(C(O1)(C)C)(C)C